C(C1=CC=CC=C1)N1CCC(CC1)C(=O)NCC1=C(C=C(C=C1)C#N)OC(F)(F)F 1-benzyl-N-(4-cyano-2-(trifluoromethoxy)benzyl)piperidine-4-carboxamide